C1=CC=CC=2C3=CC=CC=C3C(C12)COC(=O)NC(C(=O)[O-])C 2-(9H-fluoren-9-ylmethoxycarbonylamino)propanoate